FC(C(=O)O)(F)F.FC(F)(F)N1C(C=CC=C1)=O (trifluoromethyl)pyridin-2(1H)-one 2,2,2-trifluoroacetate